O=C(OCC1=CC=CC=C1)NCCCCC(NC(CCCCCCC(NCCCC[C@H](NC(N[C@@H](CCC(=O)OC(C)(C)C)C(=O)OC(C)(C)C)=O)C(=O)OC(C)(C)C)=O)=O)C(=O)OC(C)(C)C (24S,28S)-tetra-tert-butyl 3,11,18,26-tetraoxo-1-phenyl-2-oxa-4,10,19,25,27-pentaazatriacontane-9,24,28,30-tetracarboxylate